CN1C(N(C=2N=CN(C2C1=O)[C@H](C(=O)OCC)C)C)=O (S)-ethyl 2-(1,3-dimethyl-2,6-dioxo-2,3-dihydro-1H-purin-7(6H)-yl)propanoate